3-chloro-5-((1-((5-(difluoromethyl)-6-oxo-1,6-dihydropyridazin-3-yl)methyl)-6-oxo-4-(trifluoromethyl)-1,6-dihydropyrimidin-5-yl)oxy)benzonitrile ClC=1C=C(C#N)C=C(C1)OC1=C(N=CN(C1=O)CC1=NNC(C(=C1)C(F)F)=O)C(F)(F)F